[N+](=O)([O-])C1=C(C=CC=C1)NP(N)(N)=O N-(nitrophenyl)phosphoric triamide